2''-bromo-6''-fluorodispiro[[1,3]dioxolane-2,1'-cyclohexane-4',1''-indene] BrC=1C2(C3=CC(=CC=C3C1)F)CCC1(CC2)OCCO1